(R)-tert-butyl 2-(isopropylamino)-6-methyl-3-(6-(methylcarbamoyl) pyridin-3-yl)-4-oxo-3,4,5,6-tetrahydropyrido[3,4-d]pyrimidine-7(8H)-carboxylate C(C)(C)NC=1N(C(C2=C(N1)CN([C@@H](C2)C)C(=O)OC(C)(C)C)=O)C=2C=NC(=CC2)C(NC)=O